C(#N)C1(COC1)C1=NN(C2=CC(=CC(=C12)N1CCN(CC1)C(=O)C1CC1)S(=O)(=O)N)C=1SC(=NN1)C(F)F (3-cyanooxetan-3-yl)-4-(4-(cyclopropanecarbonyl)piperazin-1-yl)-1-(5-(difluoromethyl)-1,3,4-thiadiazol-2-yl)-1H-indazole-6-sulfonamide